3-Hydroxy-propane-sulfonic acid OCCCS(=O)(=O)O